2-(5-methyl-1-phenyl-1H-pyrazol-4-yl)acetic acid CC1=C(C=NN1C1=CC=CC=C1)CC(=O)O